2-ISOPENTYL-2-ISOPROPYL-1,3-DIMETHOXYPROPAN C(CC(C)C)C(COC)(COC)C(C)C